ClC1=NC=C(C(=N1)C)C 2-chloro-4,5-dimethylpyrimidine